N-(3-(1'-benzyl-1'H-[1,4'-bipyrazol]-4-yl)-5-fluorobenzyl)-8-cyclopentyl-7H-purine-6-carboxamide C(C1=CC=CC=C1)N1N=CC(=C1)N1N=CC(=C1)C=1C=C(CNC(=O)C2=C3NC(=NC3=NC=N2)C2CCCC2)C=C(C1)F